(5-cyano-4-((2-methoxyethyl)amino)pyridin-2-yl)-5-formyl-1-(2-morpholinoethyl)-1H-pyrrolo[3,2-b]pyridine-3-carboxamide C(#N)C=1C(=CC(=NC1)C1=C(C2=NC(=CC=C2N1CCN1CCOCC1)C=O)C(=O)N)NCCOC